2-fluoro-N-(6-(5-methylpyridazin-4-yl)benzo[d]thiazol-2-yl)cyclopropane-1-carboxamide FC1C(C1)C(=O)NC=1SC2=C(N1)C=CC(=C2)C2=CN=NC=C2C